C(CCC)N1N=C(C(=C1CC(C)C)O)C(C)C Butyl-5-isobutyl-4-hydroxy-3-isopropyl-pyrazol